C(C)C1=C(C=CC(=C1)O)N=C(N)C1=C(C=2N(N=C1)C=C(C2)C=2C=NC(=CC2C)OC)NCC2(COC2)O N'-(2-ethyl-4-hydroxy-phenyl)-4-[[(3-hydroxyoxetan-3-yl)methyl]amino]-6-(6-methoxy-4-methyl-3-pyridyl)pyrrolo[1,2-b]pyridazine-3-carboxamidine